trans-(2E)-4-(diethylamino)-N-[3-[(6-(4-hydroxyphenyl)-1H-indazol-4-yl)oxy]cyclobutaneyl]but-2-enamide C(C)N(C/C=C/C(=O)N[C@@H]1C[C@H](C1)OC1=C2C=NNC2=CC(=C1)C1=CC=C(C=C1)O)CC